2-(2-(cyclopropanesulfonylamino)pyrimidin-4-yl)-N-(4-(pyridin-3-yl)phenyl)butyramide 1,1,1,3,3,3-Hexafluoropropan-2-yl-(S)-1-(pyridin-3-ylcarbamoyl)-6-azaspiro[2.5]octan-6-carboxylat FC(C(C(F)(F)F)OC(=O)N1CCC2(C[C@@H]2C(NC=2C=NC=CC2)=O)CC1)(F)F.C1(CC1)S(=O)(=O)NC1=NC=CC(=N1)C(C(=O)NC1=CC=C(C=C1)C=1C=NC=CC1)CC